2-[4-(5-bromo-3,3-dimethyl-2,3-dihydro-1H-pyrrolo[3,2-b]pyridin-1-yl)piperidin-1-yl]ethan-1-ol BrC1=CC=C2C(=N1)C(CN2C2CCN(CC2)CCO)(C)C